C(C)(=O)O[C@@H]1[C@@H]([C@H]([C@@](OCC=C)(O[C@@H]1C)CC1=CC=CC=C1)O[Si](C)(C)C(C)(C)C)OOC O-Allyl 4-O-acetyl-2-O-t-butyldimethylsilyl-3-O-methoxybenzyl-α-D-fucopyranoside